2,3-dihydrospiro[inden-1,2'-pyrrolidine] N1C2(CCC1)CCC1=CC=CC=C12